C(=CC1=CC=CC=C1)P(O)(=O)CCC styryl-propyl-phosphinic acid